N1(N=CC=C1)C1=C(C=CC=C1)NC1=CC(=NC=N1)NC=1C(=CC(=C(C1)NC(C=C)=O)N(C)CCN(CC)CC)OC N-(5-((6-((2-(1H-pyrazol-1-yl)phenyl)amino)pyrimidin-4-yl)amino)-2-((2-(diethylamino)ethyl)(methyl)amino)-4-methoxyphenyl)acrylamide